C(C)(C)(C)N1CCC(CC1)N1N=C(C=CC1=O)C(N[C@H](C)C1=CC(=CC=C1)Cl)=O tert-Butyl-4-[3-[[(1R)-1-(3-chlorophenyl)ethyl]carbamoyl]-6-oxo-pyridazin-1-yl]piperidin